1,4-diaminoaminocyclohexane NNC1CCC(CC1)NN